C(C)OC(=O)C1C(C(N(CC1)C(=O)OC(C)(C)C)C)=O 2-methyl-3-oxopiperidine-1,4-dicarboxylic acid 1-(tert-butyl) 4-ethyl ester